tert-butyl 3-(2,3-dichloro-6-fluorophenyl)-3-({8-fluoro-3-[(4-methoxyphenyl)methyl]-4-oxoquinazolin-6-yl}amino)azetidine-1-carboxylate ClC1=C(C(=CC=C1Cl)F)C1(CN(C1)C(=O)OC(C)(C)C)NC=1C=C2C(N(C=NC2=C(C1)F)CC1=CC=C(C=C1)OC)=O